6-(imidazo[1,2-a]pyridine-3-carbonyl)-N-(3-(tert-pentyl)isoxazol-5-yl)-4,5,6,7-tetrahydrothieno[2,3-c]pyridine-3-carboxamide N=1C=C(N2C1C=CC=C2)C(=O)N2CC1=C(CC2)C(=CS1)C(=O)NC1=CC(=NO1)C(C)(C)CC